C(CC)OC(C(=CC1=CC(=C(C(=C1)C=1SC2=C(N1)C=C(C=C2)Cl)O)C(C)(C)C)C)=O 3-[3-tert-butyl-5-(5-chlorobenzothiazol-2-yl)-4-hydroxyphenyl]-2-methyl-acrylic acid propyl ester